COC1=CC=C(CN2C3=C(C=C(CC2=O)C=2OC(=CN2)C)C=CC(=C3)C=3C=NN(C3)C(C#N)(C)C)C=C1 2-(4-(1-(4-Methoxybenzyl)-4-(5-methyloxazol-2-yl)-2-oxo-2,3-dihydro-1H-benzo[b]azepin-8-yl)-1H-pyrazol-1-yl)-2-methylpropanenitrile